OCCC1=CC=C(C=C1)C(C(=O)OC)(C)C methyl 2-(4-(2-hydroxyethyl) phenyl)-2-methylpropionate